O1CCN(CC1)C1=CC2=C(N(C=N2)C(=O)NCCC2=CC=CC=C2)C=C1 5-morpholino-N-phenethyl-1H-benzo[d]imidazole-1-carboxamide